ClC=1C=C(COC(=O)N[C@H](C(=O)N[C@H](C(=O)OC)C[C@@H]2C(NC3(C2)CCCCC3)=O)CC3CCCCC3)C=CC1 Methyl (S)-2-((S)-2-((((3-chlorobenzyl)oxy)carbonyl)amino)-3-cyclohexylpropanamido)-3-((S)-2-oxo-1-azaspiro[4.5]decan-3-yl)propanoate